N-{(1R,6S)-2,2-difluoro-6-[3-(propan-2-yl)-3,8-diazabicyclo[3.2.1]oct-8-yl]cyclohexyl}-4-methyl-4-(4-methylphenyl)piperidine-1-carboxamide FC1([C@@H]([C@H](CCC1)N1C2CN(CC1CC2)C(C)C)NC(=O)N2CCC(CC2)(C2=CC=C(C=C2)C)C)F